3-(N-(2-(aziridine-1-yl)ethyl)sulfamoyl)-4-methylbenzoic acid N1(CC1)CCNS(=O)(=O)C=1C=C(C(=O)O)C=CC1C